C=1(C(=CC=CC1)S(=O)(=O)OCCC)S(=O)(=O)OCCC dipropyl 1,2-benzenedisulfonate